(but-1,3-diyne-1,4-diylbis(4,1-phenylene))diboronic acid C(#CC#CC1=CC=C(C=C1)B(O)O)C1=CC=C(C=C1)B(O)O